N-cyclopropylpiperidine-1-sulfonamide C1(CC1)NS(=O)(=O)N1CCCCC1